C(CCCCCCCCC)(=O)OC[C@@H](OC(CCCCCCCCC)=O)COP(=O)(O)OCC[N+](C)(C)C 1,2-di(decanoyl)-sn-glycero-3-phosphorylcholine